N-(2-(hydroxy(phenyl)methyl)-4-methoxyphenyl)-p-toluenesulfonamide OC(C1=C(C=CC(=C1)OC)NS(=O)(=O)C1=CC=C(C)C=C1)C1=CC=CC=C1